ClC1=C(C=C(C=C1)C(=O)NCC1=CC=C(C=C1)F)C(=O)NC1=CC=CC=C1 4-chloro-N1-[(4-fluorophenyl)methyl]-N3-phenylbenzene-1,3-dicarboxamide